o-hydroxymandelic acid sodium [Na].OC1=C(C(C(=O)O)O)C=CC=C1